C(C)N(C1C(OC(C(C1O)O)CO)O)C1=CC=C(C2=N[Se]N=C21)[N+](=O)[O-] 3-(ethyl(7-nitrobenzo[c][1,2,5]selenadiazol-4-yl)amino)-6-(hydroxymethyl)tetrahydro-2H-pyran-2,4,5-triol